2-Adamantanecarboxylic acid C12C(C3CC(CC(C1)C3)C2)C(=O)O